1-(4-methoxybenzene-1-sulfonyl)-N-[(5-methylpyridin-2-yl)methyl]-1H-pyrazole-3-carboxamide COC1=CC=C(C=C1)S(=O)(=O)N1N=C(C=C1)C(=O)NCC1=NC=C(C=C1)C